CC1(CC1)NS(=O)(=O)C=1C=C2C(NC(N(C2=CC1)CCC(F)(F)F)=O)=O N-(1-methylcyclopropyl)-2,4-dioxo-1-(3,3,3-trifluoropropyl)-1,2,3,4-tetrahydroquinazoline-6-sulfonamide